tert-butyl (4-((4-formylbicyclo[2.2.2]octan-1-yl)methyl)phenyl)carbamate C(=O)C12CCC(CC1)(CC2)CC2=CC=C(C=C2)NC(OC(C)(C)C)=O